FC(C)(C)C1=CN=CC(=N1)C1=NN(C2=CN=C(C=C21)NC(C)=O)C N-(3-(6-(2-fluoropropan-2-yl)pyrazin-2-yl)-1-methyl-1H-pyrazolo[3,4-c]pyridin-5-yl)acetamide